Difluoroiodo(trifluoromethyl)-silane F[Si](C(F)(F)F)(I)F